N2-(3,5-dimethoxyphenethyl)-N4-(2-(4-methylpiperazin-1-yl)ethyl)quinazoline-2,4-diamine COC=1C=C(CCNC2=NC3=CC=CC=C3C(=N2)NCCN2CCN(CC2)C)C=C(C1)OC